COC1=C(C=C(C=C1)C1=NN(C=C1)C)CNC1=NN2C(NC(=CC2=O)CCC)=N1 2-[[2-methoxy-5-(1-methyl-pyrazol-3-yl)phenyl]methyl-amino]-5-propyl-4H-[1,2,4]-triazolo[1,5-a]pyrimidin-7-one